ClC=1C=C(CN2C(C3=CC=CC=C3C(C23CCC3)C(=O)O)=O)C=CC1Cl 2'-(3,4-dichlorobenzyl)-1'-oxo-1',4'-dihydro-2'H-spiro[cyclobutane-1,3'-isoquinoline]-4'-carboxylic acid